Cl.C12C(C3CC(CC(C1)C3)C2)CN adamantan-2-ylmethanamine hydrochloride